NC=1C(=NC(=NC1C1=C2C=NNC2=CC=C1C)C=1C(=NC=C(C1)F)NC1CC(C1)(C)O)C(=O)N 5-amino-2-(5-fluoro-2-(((1s,3s)-3-hydroxy-3-methylcyclobutyl)amino)pyridin-3-yl)-6-(5-methyl-1H-indazol-4-yl)pyrimidine-4-carboxamide